C1(=CC=CC=C1)CN(CCN)CC1=CC=CC=C1 N,N-diphenylmethylethylenediamine